OP(O)OP(O)O.C(C)(C)(C)C1=C(C(=CC(=C1)C)C(C)(C)C)C(O)(C(CO)(CO)CO)C1=C(C=CC=C1)C1CCCCC1 (2,6-di-t-butyl-4-methylphenyl)(2-cyclohexylphenyl)pentaerythritol diphosphite